2-nonanesulfonic acid CC(CCCCCCC)S(=O)(=O)O